tert-butyl (3R)-3-(4-benzylsulfanyl-N-tert-butoxycarbonyl-3-methoxy-anilino)piperidine-1-carboxylate C(C1=CC=CC=C1)SC1=C(C=C(N(C(=O)OC(C)(C)C)[C@H]2CN(CCC2)C(=O)OC(C)(C)C)C=C1)OC